ClC1=C(C=C(OCC(=O)NC23CC(C2)(C3)C=3OC(=NN3)OC3=CC=C(C=C3)C)C=C1)F 2-(4-chloro-3-fluorophenoxy)-N-{3-[5-(4-methylphenoxy)-1,3,4-oxadiazol-2-yl]bicyclo[1.1.1]pentan-1-yl}acetamide